N-(1-methyl-4-phenylpyrrolidin-3-yl)-1-(3-methylbenzyl)cyclopropane-1-carboxamide CN1CC(C(C1)C1=CC=CC=C1)NC(=O)C1(CC1)CC1=CC(=CC=C1)C